Adamantanespirofluorene C12(C=CC=C3C4=CC=CC=C4C=C13)C1CC3CC(CC2C3)C1